O=S1(CCC(CC1)C(=O)Cl)=O 1,1-dioxo-1lambda6-thiane-4-carbonyl chloride